3a,4,7,7a-tetrahydro4,7-epoxyisoindole-1,3-dione C1(NC(C2C3C=CC(C12)O3)=O)=O